propylcyclopropanecarboxylic acid C(CC)C1(CC1)C(=O)O